C(C=C)(=O)N1[C@@H](C[C@H](CC1)N1N=NC=2C(=NC=3C(=C(C(=CC3C21)Cl)C2=C(C(=CC=C2)Cl)C)Cl)OC[C@H]2N(CCC2)C)CC#N 2-((2S,4S)-1-acryloyl-4-(6,8-dichloro-7-(3-chloro-2-methylphenyl)-4-(((S)-1-methylpyrrolidin-2-yl)methoxy)-1H-[1,2,3]triazolo[4,5-c]quinolin-1-yl)piperidin-2-yl)acetonitrile